(2-{(1r,4r)-4-[(tert-Butoxycarbonyl)amino]cyclohexyl}ethyl)carbamic acid benzyl ester C(C1=CC=CC=C1)OC(NCCC1CCC(CC1)NC(=O)OC(C)(C)C)=O